N-[3-Benzyloxy-6-[2-methoxy-6-methyl-4-(trifluoromethyl)phenyl]pyrazin-2-yl]-6-methoxy-1,3-dihydropyrrolo[3,4-c]pyridine-2-carboxamide C(C1=CC=CC=C1)OC=1C(=NC(=CN1)C1=C(C=C(C=C1C)C(F)(F)F)OC)NC(=O)N1CC=2C=NC(=CC2C1)OC